C(CCCC)(O)(O)O n-pentanetriol